BrC1=C(C=O)C=CC(=N1)Cl 2-bromo-6-chloronicotinaldehyde